3-(5-methoxy-6-oxo-6,8-dihydro-2H,7H-spiro[furo[2,3-e]isoindole-3,4'-piperidin]-7-yl)piperidine-2,6-dione COC=1C=C2C(=C3CN(C(C13)=O)C1C(NC(CC1)=O)=O)OCC21CCNCC1